2,4,6,8-tetramethyl-2,4,6,8-tetrakis[3-(glycidoxy)propyl]cyclotetrasiloxane C[Si]1(O[Si](O[Si](O[Si](O1)(CCCOCC1CO1)C)(CCCOCC1CO1)C)(CCCOCC1CO1)C)CCCOCC1CO1